Methyl (1S,5R,7R)-3-(6-(1,1-difluoroethyl)pyrimidin-4-yl)-7-formyl-2-methyl-3,6-diazabicyclo[3.2.1]octane-6-carboxylate FC(C)(F)C1=CC(=NC=N1)N1C([C@H]2[C@@H](N([C@@H](C1)C2)C(=O)OC)C=O)C